N1(N=CC=C1)CC1=CC2=C(C(=NO2)N)C(=C1)OCC1=CC=CC=C1 6-((1H-pyrazol-1-yl)methyl)-4-(benzyloxy)benzo[d]isoxazol-3-amine